4-(2-Oxo-pyrrolidin-1-yl)-N-{2-oxo-2-[4-(3-trifluoromethyl-phenoxy)-piperidin-1-yl]-ethyl}-benzamide O=C1N(CCC1)C1=CC=C(C(=O)NCC(N2CCC(CC2)OC2=CC(=CC=C2)C(F)(F)F)=O)C=C1